ClC(C(F)(F)F)(C)F 2-chloro-1,1,1,2-tetrafluoropropane